ethyl 2-(8-(((tert-butyldimethylsilyl)oxy)methyl)-6-fluoroisoquinolin-5-yl)-2-hydroxyacetate [Si](C)(C)(C(C)(C)C)OCC=1C=C(C(=C2C=CN=CC12)C(C(=O)OCC)O)F